Benzyl ((S)-(4,4-difluorocyclohexyl)(4-fluoro-5-(((S)-2-oxo-4-(trifluoromethyl)imidazolidin-1-yl)methyl)benzo[d]oxazol-2-yl)methyl)(methyl)carbamate FC1(CCC(CC1)[C@@H](C=1OC2=C(N1)C(=C(C=C2)CN2C(N[C@@H](C2)C(F)(F)F)=O)F)N(C(OCC2=CC=CC=C2)=O)C)F